FC1([C@H]([C@@H]1C)C(=O)NC1=CC(=C(C=C1)C)C1=NC=CC=C1)F trans-2,2-difluoro-3-methyl-N-(4-methyl-3-pyridin-2-ylphenyl)cyclopropane-1-carboxamide